(1S*,2R*)-2-((3-((1-(4-chlorophenyl)-2-oxo-2-(6-(trifluoromethoxy)-indolin-1-yl)ethyl)amino)-5-methoxyphenoxy)methyl)-2-fluorocyclopropanecarboxylic acid ClC1=CC=C(C=C1)C(C(N1CCC2=CC=C(C=C12)OC(F)(F)F)=O)NC=1C=C(OC[C@@]2([C@@H](C2)C(=O)O)F)C=C(C1)OC |o1:30,31|